C(#N)C=1C=C(C=CC1F)NC(=O)N1CC2=C3C(N(CC(CN3N=C2CC1)(C1=CC=CC=C1)O)C)=O N-(3-Cyano-4-fluoro-phenyl)-11-hydroxy-13-methyl-14-oxo-11-phenyl-4,8,9,13-tetrazatricyclo[7.5.0.02,7]tetradeca-1,7-diene-4-carboxamide